ClCC=1SC=C(C1C(=O)NC)C 2-(chloromethyl)-N,4-dimethylthiophene-3-carboxamide